(1,4)naphthoquinone C1(C=CC(C2=CC=CC=C12)=O)=O